rac-ethyl 7-methyl-8-oxo-1,4-dioxaspiro[4.5]decane-7-carboxylate C[C@]1(CC2(OCCO2)CCC1=O)C(=O)OCC |r|